S(CC(C)S)CC(C)S 1,1'-thiobis[2-propanethiol]